5-Chloro-2-(7-{[1-(2-methoxyethyl)piperidin-4-yl]methyl}-7H-pyrrolo[2,3-c]pyridazin-3-yl)-3-methylphenol ClC=1C=C(C(=C(C1)O)C1=CC2=C(N=N1)N(C=C2)CC2CCN(CC2)CCOC)C